Maleyl citrate C1(CC(O)(C(=O)[O-])CC(=O)OC(\C=C/C(=O)O1)=O)=O